N-(2-methacryloyloxyhexanoyl)-thiourea C(C(=C)C)(=O)OC(C(=O)NC(=S)N)CCCC